ethyl 6-fluoro-1,1-dimethyl-3-(3-(trifluoromethyl)pyridin-4-yl)-2,3-dihydro-1H-indene-5-carboxylate FC1=C(C=C2C(CC(C2=C1)(C)C)C1=C(C=NC=C1)C(F)(F)F)C(=O)OCC